tert-butyl 3-(3-amino-5-chloro-pyrazol-1-yl)azetidine-1-carboxylate NC1=NN(C(=C1)Cl)C1CN(C1)C(=O)OC(C)(C)C